1-(4-(7-(3-hydroxynaphthalen-1-yl)-2-(((R)-1-((S)-3-hydroxypyrrolidin-1-yl)propan-2-yl)oxy)-5,6,7,8-tetrahydropyrido[3,4-d]pyrimidin-4-yl)piperazin-1-yl)prop-2-en-1-one OC=1C=C(C2=CC=CC=C2C1)N1CC=2N=C(N=C(C2CC1)N1CCN(CC1)C(C=C)=O)O[C@@H](CN1C[C@H](CC1)O)C